((S)-1-amino-1-oxo-3-((S)-2-oxopiperidin-3-yl) propan-2-yl) carbamate C(N)(O[C@H](C(=O)N)C[C@H]1C(NCCC1)=O)=O